O1C(=CC=C1)C1=NN2C(N=C(N=C2N)NCCC2=CC=C(C=C2)C=2C=NC=CC2)=N1 2-(furan-2-yl)-N5-(4-(pyridin-3-yl)phenethyl)-[1,2,4]triazolo[1,5-a][1,3,5]triazine-5,7-diamine